FC(CN1N=NC=2C=NC=CC21)(F)F 1-(2,2,2-trifluoroethyl)-1H-[1,2,3]triazolo[4,5-c]pyridine